8-(4-(2,6-dioxopiperidin-3-yl)-3,5-difluorophenyl)-1-oxa-8-azaspiro[4.5]decane-3-carbaldehyde O=C1NC(CCC1C1=C(C=C(C=C1F)N1CCC2(CC(CO2)C=O)CC1)F)=O